P(O)OPO.C(C)(C)(C)C1=C(C=CC(=C1)C(C)(C)C)C1=CC=CC=2C3=CC=CC=C3C12 (2,4-di-t-butylphenyl)-biphenylene diphosphonite